ClC1=C(C=C(C=C1)F)C1NC(C2=C3C(=CC(=C12)C1=C(C(=O)N)C=C(C=C1F)C(F)(F)F)OC(O3)(F)F)=O (6-(2-chloro-5-fluorophenyl)-2,2-difluoro-8-oxo-7,8-dihydro-6H-[1,3]dioxolo[4,5-e]isoindol-5-yl)-3-fluoro-5-(trifluoromethyl)benzamide